O=C1N(C(C2=CC(=CC=C12)C=1N=NNC1)=O)C=1C=C(C=CC1C(=O)OCCN)C1=CC=CC=C1 2-aminoethyl 3-(1,3-dioxo-5-(1H-1,2,3-triazol-4-yl)isoindolin-2-yl)biphenyl-4-carboxylate